NC=1C=C2C(=C(C=NC2=CC1OCC)C#N)NC1=CC=C(C=C1)OC 6-amino-7-ethoxy-4-((4-methoxyphenyl)amino)quinoline-3-carbonitrile